C(C)(C)(C)OC(=O)N1[C@H](C[C@@H](C1)O)C(=O)O (2R,4S)-1-tert-butoxy-carbonyl-4-hydroxy-pyrrolidine-2-carboxylic acid